2,4,6,8-tetramethyl-2,4-bis[2-(7-oxabicyclo[4.1.0]heptan-3-yl)ethyl]-6,8-dipropylcyclotetrasiloxane C[Si]1(O[Si](O[Si](O[Si](O1)(CCC1CC2OC2CC1)C)(CCC)C)(CCC)C)CCC1CC2OC2CC1